(R)-8-(6-chloropyrimidin-4-yl)octahydropyrazino[2,1-c][1,4]oxazine ClC1=CC(=NC=N1)N1C[C@@H]2COCCN2CC1